(E)-2-(2-hydroxyethyl)-6-(4-morpholinostyryl)-1H-benzo[de]isoquinoline-1,3(2H)-dione OCCN1C(C2=CC=CC=3C2=C(C1=O)C=CC3\C=C\C3=CC=C(C=C3)N3CCOCC3)=O